C(#N)C=1N=CN(C1)C1=NC(=CC(=N1)S(=O)(=O)C)C(F)(F)F 2-(4-cyano-1H-imidazol-1-yl)-4-(methylsulfonyl)-6-(trifluoromethyl)pyrimidine